N-[(5-chlorothiophen-2-yl)methyl]-3-(1-methanesulfonylazetidin-3-yl)-1-(1,3-thiazole-4-carbonyl)-1H-pyrazol-5-amine ClC1=CC=C(S1)CNC1=CC(=NN1C(=O)C=1N=CSC1)C1CN(C1)S(=O)(=O)C